Cl.NC[C@H](C)NC(=O)N1CCN(CC1)C(C1=C(C=C(C=C1)NC=1C=2N(C=CN1)C(=CN2)C2=C(C(=C(C=C2)OC)F)F)C)=O N-[(1S)-2-amino-1-methyl-ethyl]-4-[4-[[3-(2,3-difluoro-4-methoxy-phenyl)imidazo[1,2-a]pyrazin-8-yl]amino]-2-methyl-benzoyl]piperazine-1-carboxamide hydrochloride